1,2,3,4-tetramethyl-2,3-dihydro-1H-pyrrole CN1C(C(C(=C1)C)C)C